FC1=C(C=CC(=C1)F)C=1NC=C(N1)C1=C(C=C(C=C1)F)F 2-(2,4-difluorophenyl)-4-(2,4-difluorophenyl)imidazole